C(C)(=O)[O-].NCCCN1C=[NH+]C=C1 1-(3-aminopropyl)imidazolium acetate